CN1N=CC(=C1C)C1=CC=C2C(=CNC2=C1)C1=NC(=NC=C1C(F)(F)F)N[C@@H]1CNCCC1 4-[6-(1,5-dimethylpyrazol-4-yl)-1H-indol-3-yl]-N-[(3S)-3-piperidyl]-5-(trifluoromethyl)pyrimidin-2-amine